N1=CC(=CC=C1)CC1(CCNCC1)N 4-(pyridin-3-ylmethyl)piperidin-4-amine